C1=CC(=CC=C1CC(=O)O[C@H](C2=CC=C(C=C2)[N+](=O)[O-])[C@@H](COCC(=O)N[C@@H](CCCCN)C(=O)O)NC(=O)C(Cl)Cl)NC(=O)C(F)(F)F The molecule is a carboxylic ester derivative of chloroamphenicol incorporating an L-lysino group linked via a 2-oxoethyl group to the oxygen at C-3. It is a C-nitro compound, an organochlorine compound, a carboxylic ester, a trifluoroacetamide and a secondary carboxamide. It contains a N(2)-L-lysino group. It derives from a chloramphenicol.